4-(2-bromo-3-(2-((tert-butyldimethylsilyl)oxy)ethyl)-1H-indol-5-yl)piperidine-1-carboxylic acid tert-butyl ester C(C)(C)(C)OC(=O)N1CCC(CC1)C=1C=C2C(=C(NC2=CC1)Br)CCO[Si](C)(C)C(C)(C)C